FC1=C(C(=C(C(=C1F)S(=O)(=O)C)F)F)NC(OC(C)(C)C)=O tert-butyl (2,3,5,6-tetrafluoro-4-(methylsulfonyl)phenyl)carbamate